5-((4-(4-((9-cyclopentyl-8-(phenylamino)-9H-purin-2-yl)amino)phenyl)piperazin-1-yl)methyl)-2-(2,6-dioxopiperidin-3-yl)isoindoline-1,3-dione C1(CCCC1)N1C2=NC(=NC=C2N=C1NC1=CC=CC=C1)NC1=CC=C(C=C1)N1CCN(CC1)CC=1C=C2C(N(C(C2=CC1)=O)C1C(NC(CC1)=O)=O)=O